5,7-dihydro-2H-imidazo[4',5':4,5]benzo[1,2-d]oxazole-2,6(3H)-dione O1C(NC2=C1C=C1C(=C2)NC(N1)=O)=O